CC1=C(C=CC(=C1)C)C=1C(=CC=CC1)C=O 2',4'-dimethyl-[1,1'-biphenyl]-2-carbaldehyde